N-(5-chloropyridin-2-yl)-2-(4,4-difluoro-3-(5-(hydroxymethyl)-6-oxo-1,6-dihydropyridin-3-yl)piperidin-1-yl)propanamide ClC=1C=CC(=NC1)NC(C(C)N1CC(C(CC1)(F)F)C1=CNC(C(=C1)CO)=O)=O